O=C1N(C(CC1)=O)OC([C@@](N)(CCCCNC(=O)OC(C)(C)C)C(=O)OC(C)(C)C)=O 2,N6-bis(t-butoxycarbonyl)-L-lysine 2,5-dioxopyrrolidin-1-yl ester